C(C)(C)(C)OC(=O)N([C@H](C(=O)O)CC(C)(F)F)C (2S)-2-[[(tert-butoxy)carbonyl](methyl)amino]-4,4-difluoropentanoic acid